ClC=1C=C2CCN[C@H](C2=CC1)[C@H]1O[C@H]([C@@H]([C@@H]1O)O)N1C=CC2=C1N=CN=C2C (2R,3s,4R,5R)-2-[(1R)-6-chloro-1,2,3,4-tetrahydroisoquinolin-1-yl]-5-(4-methylpyrrolo[2,3-d]pyrimidin-7-yl)tetrahydrofuran-3,4-diol